Palladium-Platinum [Pt].[Pd]